(methylamino)oxazole-4-carbonitrile CNC=1OC=C(N1)C#N